heptanediol monoacrylate C(C=C)(=O)OC(CCCCCC)O